N-[5-[(3,5-difluorophenyl)methyl]-1H-indazol-3-yl]-4-[4-(2,2,2-trifluoroacetyl)piperazin-1-yl]benzamide FC=1C=C(C=C(C1)F)CC=1C=C2C(=NNC2=CC1)NC(C1=CC=C(C=C1)N1CCN(CC1)C(C(F)(F)F)=O)=O